2,3,4,5-tetrahydroxystyrene OC1=C(C=C)C=C(C(=C1O)O)O